8-[(3aR,6aR)-2-[(4-chloro-2-hydroxy-phenyl)methyl]-1,3,3a,4,6,6a-hexahydropyrrolo[3,4-c]pyrrol-5-yl]-5-methyl-6-oxo-1,5-naphthyridine-2-carbonitrile ClC1=CC(=C(C=C1)CN1C[C@@H]2CN(C[C@H]2C1)C1=CC(N(C=2C=CC(=NC12)C#N)C)=O)O